3-hydroxy-4-methyl-5-methoxy-4H-1,2,4-triazole OC1=NN=C(N1C)OC